N-(4-methoxyphenyl)-4-{2-oxo-1H,2H,3H-imidazo[4,5-b]pyridin-1-yl}cyclohexane-1-carboxamide COC1=CC=C(C=C1)NC(=O)C1CCC(CC1)N1C(NC2=NC=CC=C21)=O